C(C)N(CC)CC=1C=C(C=C(C1)OCCOCCCCCCC\C=C/C\C=C/CCCCCCCC(=O)[O-])OCCOCCCCCCC\C=C/C\C=C/CCCCCCCC(=O)[O-] (9Z,9'Z,12Z,12'Z)-((((5-((diethylamino)methyl)-1,3-phenylene)bis(oxy))bis(ethane-2,1-diyl))bis(oxy))bis(ethane-2,1-diyl)bis(octadeca-9,12-dienoate)